2-((4-Bromobenzo[d][1,3]dioxolan-2-yl)methyl)benzo[d]thiazole BrC1=CC=CC=2OC(OC21)CC=2SC1=C(N2)C=CC=C1